8-(3,5-dichlorophenyl)-N-[(4S)-3,4-dihydro-2H-1-benzopyran-4-yl]-4-(dimethylamino)-7-methoxy-1,6-naphthyridine-3-carboxamide ClC=1C=C(C=C(C1)Cl)C=1C(=NC=C2C(=C(C=NC12)C(=O)N[C@H]1CCOC2=C1C=CC=C2)N(C)C)OC